C(C(C)C)(=O)OOOC(C)(C)C t-butyl peroxyperoxyisobutyrate